FC=1C=C2CCC[C@@H](C2=CC1)NC1=NC(=NC=C1C(=O)N)NC1=C(C=C2CCN(CC2=C1)C)OC 4-{[(1S)-6-fluoro-1,2,3,4-tetrahydronaphthalen-1-yl]amino}-2-[(6-methoxy-2-methyl-1,2,3,4-tetrahydroisoquinolin-7-yl)amino]pyrimidine-5-carboxamide